(3R,4R)-3-(4-(tert-Butoxycarbonyl)phenyl)-4-(hydroxymethyl)piperidine-1-carboxylic acid tert-butyl ester C(C)(C)(C)OC(=O)N1C[C@H]([C@@H](CC1)CO)C1=CC=C(C=C1)C(=O)OC(C)(C)C